4-(3,4-dichloro-2-fluorophenyl)-8-methoxy-5-methyl-7-(piperidin-4-yloxy)-4H-pyrido[2,3,4-de]quinazoline hydrochloride Cl.ClC=1C(=C(C=CC1Cl)N1C(=CC=2C=3C1=NC=NC3C=C(C2OC2CCNCC2)OC)C)F